2-(2,6-Dioxopiperidin-3-yl)-5-(9-(1-(5-methoxy-2-(1-methyl-1H-pyrazol-4-yl)-4-nitrophenyl)piperidin-4-yl)-2,9-diazaspiro[5.5]undec-2-yl)isoindoline-1,3-dione O=C1NC(CCC1N1C(C2=CC=C(C=C2C1=O)N1CC2(CCC1)CCN(CC2)C2CCN(CC2)C2=C(C=C(C(=C2)OC)[N+](=O)[O-])C=2C=NN(C2)C)=O)=O